OC1=C(C2=CC=C(C=C2C=C1)O)C=O 2,6-dihydroxy-1-naphthaldehyde